COCC1=CC=C(C=O)C=C1 4-METHOXYMETHYLBENZALDEHYDE